C(C)(C)[Ge](COC=1C=C2C=3C=CC=CC3N(C2=CC1)C1=C(C(=CC(=C1)C)C1=CC(=CC=C1)F)O)(COC1=CC=C(C=C1C=1C(=C(C=C(C1)C)N1C2=CC=CC=C2C=2C=CC=CC12)O)F)C(C)C 6',6'-(((diisopropylgermanediyl)bis(methylene))bis(oxy))bis(3-(9H-carbazol-9-yl)-3'-fluoro-5-methyl-[1,1'-biphenyl]-2-ol)